C1(CCC1)NC1=NC=CC(=C1)OC1=CC(=C(C=C1)NC1=NC=NC2=CC(=C(C=C12)NC1CCN(CC1)C(C=C)=O)OCC)F 1-(4-((4-((4-((2-(cyclobutylamino)pyridin-4-yl)oxy)-2-fluorophenyl)amino)-7-ethoxyquinazolin-6-yl)amino)piperidin-1-yl)prop-2-en-1-one